tert-butyl (S)-2-(1-amino-5-carbamoyl-4-(4-((4-(trifluoromethyl)pyridin-2-yl)carbamoyl)phenyl)-1H-imidazol-2-yl)piperidine-1-carboxylate NN1C(=NC(=C1C(N)=O)C1=CC=C(C=C1)C(NC1=NC=CC(=C1)C(F)(F)F)=O)[C@H]1N(CCCC1)C(=O)OC(C)(C)C